FC1=C(C=C(C#N)C=C1)C=1N=NC(=C(C1)C(F)(F)F)NC1C[C@@H]2[C@@H](CN(C2)CC2CCOCC2)C1 4-fluoro-3-(6-(((3aR,5s,6aS)-2-((tetrahydro-2H-pyran-4-yl)methyl)octahydro-cyclopenta[c]pyrrol-5-yl)amino)-5-(trifluoro-methyl)pyridazin-3-yl)benzonitrile